C(=O)(O)[C@](C(=O)OC([C@@](O)(C)C(=O)O)=O)(O)C carboxyl-lactic anhydride